ClC=1C=C(CN2C(=NC3=C2C=CC=C3)N3C[C@@H](CCC3)N)C=CC1 (R)-1-(1-(3-Chlorobenzyl)-1H-benzo[d]imidazol-2-yl)piperidin-3-amin